methyl (S)-2-chloro-4-fluoro-5-{2-[(trifluoromethyl)sulfonamido]propoxy}benzoate ClC1=C(C(=O)OC)C=C(C(=C1)F)OC[C@H](C)NS(=O)(=O)C(F)(F)F